C(=O)O.C(C)OC1=CC=2N(C=C1NC(=O)N1CCC=3C1=NC=CC3N3C[C@H](NCC3)C)N=C(N2)C (R)-N-(7-ethoxy-2-methyl-[1,2,4]triazolo[1,5-a]pyridin-6-yl)-4-(3-methylpiperazin-1-yl)-2,3-dihydro-1H-pyrrolo[2,3-b]pyridine-1-carboxamide formate